C(C=CC(=O)OC)(=O)OC 1,4-Dimethyl but-2-enedioate